COC1=CC(N(C=C1)C=1SC=C(N1)CC(=O)NCC(=O)O)=O (2-(2-(4-METHOXY-2-OXOPYRIDIN-1(2H)-YL)THIAZOL-4-YL)ACETYL)GLYCINE